ClC1=C(C(=CC=C1Cl)O)[C@@H]1CC(N(C1)CCC(=O)N(C)C)=O (S)-3-(4-(2,3-dichloro-6-hydroxyphenyl)-2-oxopyrrolidin-1-yl)-N,N-dimethylpropanamide